C(C)(=O)[C@@]1(CC=C(CC1)C)OC(C(C)(C)C)=O trimethylacetic acid (R)-1-acetyl-4-methylcyclohex-3-en-1-yl ester